C(C1CO1)C1(CC=C(C(=O)O)C=C1)C(=O)O p-glycidyl-terephthalic acid